sulfur zinc-zinc [Zn].[Zn].[S]